N1C=NC(=C1)S(=O)(=O)N1CCC(CC1)NC1=NC=C(C(=N1)C1=CC(=C(S1)C)C#N)C(F)(F)F 5-(2-((1-((1H-imidazol-4-yl)sulfonyl)piperidin-4-yl)amino)-5-(trifluoromethyl)pyrimidin-4-yl)-2-methylthiophene-3-carbonitrile